2-oxo-cyclohexanesulfonic acid potassium salt [K+].O=C1C(CCCC1)S(=O)(=O)[O-]